Cl.C(CCCCCCCCC)C1=CC2=C(N=C(O2)NCCCN)C=C1 N1-(6-decylbenzo[d]oxazol-2-yl)propane-1,3-diamine hydrochloride